4-(3-(2-isopropoxypyridin-3-yl)pyrazolo[1,5-a]pyrimidin-5-yl)piperazine-1-carboxylic acid isopropyl ester C(C)(C)OC(=O)N1CCN(CC1)C1=NC=2N(C=C1)N=CC2C=2C(=NC=CC2)OC(C)C